[6-(methoxycarbonyl)-2-methylpyridin-3-yl]-1,2,3,6-tetrahydropyridine-1-carboxylic acid 2-methylpropan-2-yl ester CC(C)(C)OC(=O)N1C(CC=CC1)C=1C(=NC(=CC1)C(=O)OC)C